(1-(5-((tert-butoxycarbonyl)amino)-2-fluoro-4-methylphenyl)-3-nitro-1H-pyrazol-4-yl)boronic acid C(C)(C)(C)OC(=O)NC=1C(=CC(=C(C1)N1N=C(C(=C1)B(O)O)[N+](=O)[O-])F)C